COC=1C=C(C=CC1OC)C=1NC2=CC=C(C=C2C1C(C)C)OCC1CCNCC1 2-(3,4-Dimethoxyphenyl)-3-isopropyl-5-(piperidin-4-ylmethoxy)-1H-indol